N[C@H](C(=O)O)CC1=CC(=C(C=C1)Br)F (2S)-2-amino-3-(4-bromo-3-fluorophenyl)propionic acid